2-methacrylamidoethyl 4-((4-amino-2-(thiazol-5-yl)-1H-imidazo[4,5-c]quinolin-1-yl)methyl)benzylcarbamate NC1=NC=2C=CC=CC2C2=C1N=C(N2CC2=CC=C(CNC(OCCNC(C(=C)C)=O)=O)C=C2)C2=CN=CS2